C(C1=CC=CC=C1)NC1=CC(=CC=C1)N N-benzylbenzene-1,3-diamine